BrC=1C=CC=C2C=CC(=C(C12)OC([2H])([2H])F)F 8-Bromo-2-fluoro-1-(fluoromethoxy-d2)naphthalene